C(C1=CC=CC=C1)OC1=NC(=CC=C1C1=NN(C2=C(C=CC=C12)N1CCC(CC1)CN1CC2COCC(C1)N2C(=O)OC(C)(C)C)C)OCC2=CC=CC=C2 tert-butyl 7-((1-(3-(2,6-bis(benzyloxy) pyridin-3-yl)-1-methyl-1H-indazol-7-yl) piperidin-4-yl) methyl)-3-oxa-7,9-diazabicyclo[3.3.1]nonane-9-carboxylate